[Br-].C(C)(C)(C)N1CCCC1 N-t-butylpyrrolidine bromide